C(#N)C1CN(C1)S(=O)(=O)N1C[C@H](CCC1)C(=O)N1[C@H](CCC1)C(=O)NCC1=CC(=C(C=C1)C)C 1-(((3S)-1-((3-cyano-1-azetidinyl)sulfonyl)-3-piperidinyl)carbonyl)-N-(3,4-dimethylbenzyl)-D-prolinamide